neopentyl-sulfur tert-butyl-5-[7-(6-ethyl-2-methyl-3-pyridyl)-1-isobutyl-5-(1-methyl-4,6-dihydropyrrolo[3,4-c]pyrazole-5-carbonyl)indol-2-yl]-3,6-dihydro-2H-pyridine-1-carboxylate C(C)(C)(C)OC(=O)N1CCC=C(C1)C=1N(C2=C(C=C(C=C2C1)C(=O)N1CC=2N(N=CC2C1)C)C=1C(=NC(=CC1)CC)C)CC(C)C.C(C(C)(C)C)[S]